C(C1=CC=CC=C1)OC1=CC(=C2C=C(NC2=C1)CO)Br (6-(benzyloxy)-4-bromo-1H-indol-2-yl)methanol